3-AMINO-4-NITROBENZALDEHYDE NC=1C=C(C=O)C=CC1[N+](=O)[O-]